2-(3-chloro-2-(3-((3-((3-hydroxy-3-methylpyrrolidin-1-yl)methyl)-1,7-naphthyridin-8-yl)amino)-2-methylphenyl)pyridin-4-yl)-5-formylbenzo[d]oxazole-7-carbonitrile ClC=1C(=NC=CC1C=1OC2=C(N1)C=C(C=C2C#N)C=O)C2=C(C(=CC=C2)NC=2N=CC=C1C=C(C=NC21)CN2CC(CC2)(C)O)C